C(OC(C(F)(F)F)C(F)(F)F)([O-])=O hexafluoro-i-propyl carbonate